N-methyl-1-(3-nitrophenyl)methanesulfonamide CNS(=O)(=O)CC1=CC(=CC=C1)[N+](=O)[O-]